ClC1=CN(CC=N1)NS(=O)(=O)C1CC1 N-(6-chloropyrazin-4-yl)cyclopropanesulfonamide